(R)-2-(azetidin-1-yl)-5-(5-(1-(3,5-dimethylpyridazin-4-yl)ethoxy)-6-methoxy-1H-indazol-3-yl)nicotinonitrile N1(CCC1)C1=C(C#N)C=C(C=N1)C1=NNC2=CC(=C(C=C12)O[C@H](C)C1=C(N=NC=C1C)C)OC